methyl 2-amino-6-bromo-5-fluoro-4,5-dihydrocyclohexa[1,2-d][1,3]thiazole-4-carboxylate NC=1SC2=C(N1)C(C(C(=C2)Br)F)C(=O)OC